FC1=CC(=CC2=CC=3C[C@@](CCC3N=C12)(C(C)C)F)C(=O)O (S)-4,7-difluoro-7-isopropyl-5,6,7,8-tetrahydroacridine-2-carboxylic acid